ClC=1C(N(C(=CC1OC([2H])([2H])C1=NC=C(C=C1F)F)C)C1=CC(=NC=C1C)N1N=C(C(=C1)F)C(C)(C)NC(CC)=O)=C=O N-(2-(1-(3-chloro-4-((3,5-difluoropyridin-2-yl)methoxy-d2)-5',6-dimethyl-2-carbonyl-2H-[1,4'-bipyridin]-2'-yl)-4-fluoro-1H-pyrazol-3-yl)propan-2-yl)propanamide